7-(4-(methylamino)-5-(5-(4-(piperazin-1-yl)piperidin-1-yl)-1,3,4-thiadiazol-2-yl)pyridin-2-yl)pyrrolo[1,2-b]pyridazine-3-carbonitrile CNC1=CC(=NC=C1C=1SC(=NN1)N1CCC(CC1)N1CCNCC1)C1=CC=C2N1N=CC(=C2)C#N